ClC1=NC(=C(C=C1C(CC(=O)OCC)=O)F)Cl Ethyl 3-(2,6-dichloro-5-fluoropyridin-3-yl)-3-oxopropanoate